C(C(C)(C)C)(=O)O[C@@H]1CN(CC=C1)C (S)-1-methyl-1,2,3,6-tetrahydropyridin-3-yl pivalate